(7R,14S)-1-(difluoromethoxy)-12-((1R,4R)-4-((S)-2,3-dihydroxypropoxy)cyclohexyl)-6-methyl-6,7-dihydro-7,14-methanobenzo[c]pyrido[1',2':1,5]pyrazolo[4,3-f]azocin-5(14H)-one FC(OC1=CC=CC=2C(N([C@H]3C=4C([C@@H](C21)C3)=C3N(N4)C=CC(=C3)C3CCC(CC3)OC[C@H](CO)O)C)=O)F